CC(C#N)C(C(C)N1N=CC=N1)=O methyl-3-oxo-4-(triazol-2-yl)valeronitrile